(S)-1-((2,3-dihydrobenzo[b][1,4]dioxin-6-yl)methyl)-3-(2-isopropoxyphenyl)piperazine O1C2=C(OCC1)C=C(C=C2)CN2C[C@@H](NCC2)C2=C(C=CC=C2)OC(C)C